[N].N1=C(C=CC=C1)SSCCC(=O)O 3-(2-pyridyldithio)propionic acid nitrogen